(2,3-difluoro-5-(methoxycarbonyl)phenyl)boronic acid FC1=C(C=C(C=C1F)C(=O)OC)B(O)O